Cl.CN1[C@@H]([C@H](CC1=O)C(=O)NCCOC1CCC(CC1)OCCCC(=O)NC1CCC(CC1)C(=O)O)C=1C=NC=CC1 (1R,4r)-4-(4-(((1S,4R)-4-(2-((2S,3S)-1-Methyl-5-oxo-2-(pyridin-3-yl)pyrrolidine-3-carboxamido)ethoxy)cyclohexyl)oxy)butanamido)cyclohexane-1-carboxylic acid, Hydrochloride salt